3-cyano-5-(1H-imidazol-1-yl)-N-((1r,4r)-4-(2-methoxyethoxy)cyclohexyl)-1H-indole-7-carboxamide C(#N)C1=CNC2=C(C=C(C=C12)N1C=NC=C1)C(=O)NC1CCC(CC1)OCCOC